FC=1C=C(C=CC1)C1(CC1)C=1NC(C2=C(N1)CCNC2)=O 2-(1-(3-fluorophenyl)cyclopropyl)-5,6,7,8-tetrahydropyrido[4,3-d]pyrimidin-4(3H)-one